COC1=CC=CC=C1OC dimethoxybenzene